(3-[N,N-bis(trimethylsilyl)amino]propyl)triethoxysilane C[Si](N([Si](C)(C)C)CCC[Si](OCC)(OCC)OCC)(C)C